NC1=NC=NC=2N(C3=CC(=C(C=C3C21)OC)F)CC(=O)OCCCC butyl 2-(4-amino-7-fluoro-6-methoxy-9H-pyrimido[4,5-b]indol-9-yl)acetate